1-aminotriazolo[1,5-c]pyrimidine NN1NC=C2N1C=NC=C2